C(C)(C)C1=CC=CC(=N1)N1C=NC2=CC=C(C=C2C1=O)CN1CCC(CC1)C=1C=C2CN(C(C2=CC1)=O)C1C(NC(CC1)=O)=O 3-(5-(1-((3-(6-isopropylpyridin-2-yl)-4-oxo-3,4-dihydroquinazolin-6-yl)methyl)piperidin-4-yl)-1-oxoisoindolin-2-yl)piperidine-2,6-dione